6-bromo-2-(dibenzo[b,d]furan-2-yl)phenanthro[9,10-d]thiazole BrC1=CC=2C=3C=CC=CC3C3=C(N=C(S3)C3=CC4=C(OC5=C4C=CC=C5)C=C3)C2C=C1